Bis-(2-dimethylaminoethyl)urea CN(CCNC(NCCN(C)C)=O)C